(7-fluoro-2,3-dihydro-1H-inden-4-yl)magnesium bromide FC=1C=CC(=C2CCCC12)[Mg]Br